C(COCCCCOCCCCOCCCCOCC(=O)O)(=O)O 3,8,13,18-tetraoxaeicosanedioic acid